6,8-dichloro-2-ethyl-imidazo[1,2-a]pyridin ClC=1C=C(C=2N(C1)C=C(N2)CC)Cl